3-(3-bromo-1H-pyrazol-1-yl)propionitrile BrC1=NN(C=C1)CCC#N